5-chloro-2-(1,5-dimethyl-1H-pyrazol-4-yl)-7-fluoro[1,2,4]triazolo[1,5-c]quinazoline ClC1=NC=2C(=CC=CC2C=2N1N=C(N2)C=2C=NN(C2C)C)F